N1=C2C=CC=C1C(NC2=O)=O pyridine-2,6-dicarboximide